FC(OC1=CC=CC(=N1)C(=O)N(C)OC)F 6-(difluoromethoxy)-N-methoxy-N-methylpyridinecarboxamide